6'-((1S,3S)-3-((5-(difluoromethoxy)-4-methylpyrimidin-2-yl)amino)cyclopentyl)-2H-[1,3'-bipyridine]-2-one FC(OC=1C(=NC(=NC1)N[C@@H]1C[C@H](CC1)C1=CC=C(C=N1)N1C(C=CC=C1)=O)C)F